[N+](=[N-])=C1C(C=2C=CC=C(C2C(C1)=O)S(=O)(=O)O)=O.C1(=CC=CC=C1)C(CCN1N(CCCCC1)CCC(=C)C1=CC=CC=C1)=C N,N'-bis(3-phenylbut-3-enyl)diazepane Diazonaphthoquinone-5-sulfonate